1-(tert-butyl) 2-methyl (2S,3S)-3-methoxypyrrolidine-1,2-dicarboxylate CO[C@@H]1[C@H](N(CC1)C(=O)OC(C)(C)C)C(=O)OC